CN(C(OC1=C(C(=CC(=C1)CCCCC)O)C1C(CCC(=C1)C)C(=C)C)=O)C 6-hydroxy-5'-methyl-4-pentyl-2'-(prop-1-en-2-yl)-1',2',3',4'-tetrahydro-[1,1'-biphenyl]-2-yl dimethylcarbamate